NC1=CC=CC(=N1)S(=O)(=O)NC(=O)C=1C(=NC(=CC1)NC(C)C)OC1=C(C=C(C=C1C)C)C N-[(6-Amino-2-pyridyl)sulfonyl]-6-(isopropylamino)-2-(2,4,6-trimethylphenoxy)pyridin-3-carboxamid